C(C)(C)(C)OC(=O)N1CCC2(CN(C2)C2=NC=NC=C2OC2=C(C(=O)O)C=C(C=C2)F)CC1 2-(4-(7-(tert-butoxycarbonyl)-2,7-diazaspiro[3.5]nonan-2-yl)pyrimidin-5-yloxy)-5-fluorobenzoic acid